2-(di-((2-ethylhexyl)oxy)phosphono)-2-hydroxy-3,3-dimethylbutyric acid C(C)C(COOP(=O)(OOCC(CCCC)CC)OC(C(=O)O)C(C)(C)C)CCCC